C(C)C1=CN=C2N1C=C(C=N2)C=2C=CN1N=C(N=CC12)C1(CCC(CC1)NC)N 1-(5-(3-ethylimidazo[1,2-a]pyrimidin-6-yl)pyrrolo[2,1-f][1,2,4]triazin-2-yl)-N4-methylcyclohexane-1,4-diamine